C(C1=CC=CC=C1)N(CCNCCCN)CCCN Benzyl-N,N'-bis(3-aminopropyl)-ethylenediamine